BrC1=CC(=C(C=C1C)CC(=O)NC1=C(C=C(C(=O)OCC)C=C1NC[C@H]1OCC1)F)Cl ethyl 4-[[2-(4-bromo-2-chloro-5-methyl-phenyl)acetyl]amino]-3-fluoro-5-[[(2S)-oxetan-2-yl]methylamino]benzoate